C1(CC1)N1[C@H](CN(CC1)C=1C=CC=2N(C(C=C(N2)C=2C=C(C=3N(C2)C=C(N3)C)F)=O)C1)C 7-[(3S)-4-cyclopropyl-3-methylpiperazin-1-yl]-2-(8-fluoro-2-methylimidazo[1,2-a]pyridin-6-yl)-4H-pyrido[1,2-a]pyrimidin-4-one